C1(CCCC1)N1C(C(N(CC1)CC1=NOC(=C1)C1=C(C=CC=C1)F)=O)=O 1-cyclopentyl-4-((5-(2-fluorophenyl)isoxazol-3-yl)methyl)piperazine-2,3-dione